(5-bromo-4-methoxypyridin-2-yl)cyclopropanecarboxamide BrC=1C(=CC(=NC1)C1(CC1)C(=O)N)OC